COC(=O)C=1C(=NC(=CC1)C(=C)C)NC1=C(C(=CC=C1)Cl)N(C)C.NC=1C=C(C=NC1)C(\C=C\C1=CC(=C(C=C1)OC)OC)=O (E)-1-(5-aminopyridin-3-yl)-3-(3,4-dimethoxyphenyl)prop-2-en-1-one methyl-2-[[3-chloro-2-(dimethylamino)phenyl]amino]-6-(prop-1-en-2-yl)pyridine-3-carboxylate